2-aminonaphthalen NC1=CC2=CC=CC=C2C=C1